C1(C2=CC=C(C(=O)OCCO1)C=C2)=O.[Na] sodium ethylene terephthalate